methyl 3-amino-4-methylbenzylcarbamate NC=1C=C(CNC(OC)=O)C=CC1C